C(=O)(O)C(C[C@H](N)C(=O)O)C(=O)O gamma-carboxy-glutamic acid